tert-butyl (S)-6-(1-(6-(4-fluoro-1H-pyrazol-1-yl) pyridin-3-yl) ethyl)-5-carbonyl-2,6-diazaspiro[3.4]octane-2-carboxylate FC=1C=NN(C1)C1=CC=C(C=N1)[C@H](C)N1C(C2(CN(C2)C(=O)OC(C)(C)C)CC1)=C=O